1-(2-naphthyl)-2-diazo-ethanone C1=C(C=CC2=CC=CC=C12)C(C=[N+]=[N-])=O